5-(3,5-dimethylisoxazol-4-yl)pyrazin CC1=NOC(=C1C=1N=CC=NC1)C